anetholedione C1(=CC=C(C=CC=O)C=C1)OC=O